(3S)-3-(cyanoamino)-N-(5-cyclohexyl-1,3-thiazol-2-yl)pyrrolidine-1-carboxamide C(#N)N[C@@H]1CN(CC1)C(=O)NC=1SC(=CN1)C1CCCCC1